N-(4-((4-(2-(4-(3-(3-aminopropoxy)propoxy)phenyl)propan-2-yl)phenoxy)methyl)pyrimidine-2-yl)methylsulfonamide NCCCOCCCOC1=CC=C(C=C1)C(C)(C)C1=CC=C(OCC2=NC(=NC=C2)CNS(=O)=O)C=C1